((1S*,3R*)-3-(3-(trifluoromethyl)phenoxy)cyclopentyl)acrylamide FC(C=1C=C(O[C@H]2C[C@H](CC2)C(C(=O)N)=C)C=CC1)(F)F |o1:6,8|